(2-methoxy-pyridin-3-yl)-methylamine COC1=NC=CC=C1NC